4-((5-(4-((4-(2-(3-chloro-5-cyanophenyl)prop-2-yl)phenoxy)methyl)pyrimidin-2-yl) Hexahydropyrrolo[3,4-c]pyrrol-2(1H)-yl)methyl)piperidine-1-carboxylate ClC=1C=C(C=C(C1)C#N)C(C)(C)C1=CC=C(OCC2=NC(=NC=C2)N2CC3C(C2)CN(C3)CC3CCN(CC3)C(=O)[O-])C=C1